NCCNCCN1C(N(CC1)CCN(CC#N)CCNCC#N)=O 2-((2-(3-(2-((2-aminoethyl)amino)ethyl)-2-oxoimidazolidin-1-yl)ethyl)(2-((cyanomethyl)amino)eth-yl)amino)acetonitrile